4-(N-(8'-bromo-2-methyl-4'H-spiro[cyclopropane-1,5'-naphtho[2,1-d]isoxazol]-3'-yl)sulfamoyl)-3,5-dimethoxy-N-methylbenzamide BrC1=CC=C2C3(CC=4C(=NOC4C2=C1)NS(=O)(=O)C1=C(C=C(C(=O)NC)C=C1OC)OC)C(C3)C